ClC=1C=C(C(=O)O)C=C(C1OC)S(NC1=C(C=CC(=C1)C1=C(C=CC=C1)OCCO)C(F)(F)F)(=O)=O 3-chloro-5-[[5-[2-(2-hydroxyethoxy)phenyl]-2-(trifluoromethyl)phenyl]sulfamoyl]-4-methoxy-benzoic acid